C1(NCCC12CCNCC2)=O 2,8-Diazaspiro[4.5]decan-1-on